C(C)(=O)N(N(C(=O)C1=CC=2C3=C(C(=NC2C=C1)N)C=NN3C)CC=3SC1=C(N3)C=C(C=C1)F)C N'-acetyl-4-amino-N-((5-fluorobenzo[d]thiazol-2-yl)methyl)-N',1-dimethyl-1H-pyrazolo[4,3-c]quinoline-8-carbohydrazide